beta-phenylacrylamide C1(=CC=CC=C1)C=CC(=O)N